C1(CC2C(CC1)O2)CC[Si](OCC)(OCC)OCC 2-(3,4-epoxycyclohexyl)ethyl-(triethoxy)silane